C1(CC2C(CC1)O2)CC[Si](OC)(OC)OC β-(3,4-epoxycyclohexyl)ethyltriMethoxysilane